FC(C(CC(CC(=O)OCC)=O)=O)(F)F ethyl 6,6,6-trifluoro-3,5-dioxohexanoate